((2-(2,6-Dioxopiperidin-3-yl)-1-oxoisoindolin-5-yl)methyl)-3-(4-(4-(quinoxalin-2-yl)-1H-pyrazol-1-yl)piperidin-1-yl)benzamide O=C1NC(CCC1N1C(C2=CC=C(C=C2C1)CC1=C(C(=O)N)C=CC=C1N1CCC(CC1)N1N=CC(=C1)C1=NC2=CC=CC=C2N=C1)=O)=O